Tetrahydro-pyran-4-carboxylic acid {(R)-8-[5-(3-dimethylamino-methyl-phenylamino)-6-methoxy-pyridin-2-yl]-2,3-dihydro-benzo[1,4]dioxin-2-ylmethyl}-amide CN(C=1C=C(C=CC1)N(C=1C=CC(=NC1OC)C1=CC=CC2=C1O[C@@H](CO2)CNC(=O)C2CCOCC2)C)C